Ethyl 2-(8-(trifluoromethyl)-1,1-dioxido-4-oxothiochroman-3-yl)-2-oxoacetate FC(C=1C=CC=C2C(C(CS(C12)(=O)=O)C(C(=O)OCC)=O)=O)(F)F